C(#N)C1(COC1)C=1C=CC(=NC1)N1C[C@@H](CCC1)N(C(OC(C)(C)C)=O)CC1CC1 tert-butyl (R)-(1-(5-(3-cyanooxetan-3-yl)pyridin-2-yl)piperidin-3-yl)(cyclopropylmethyl)carbamate